tert-butyl 2-((1-(3-ethyl-6-methyl-2-(1,4-oxazepan-4-yl)-4-oxo-3,4-dihydroquinazolin-8-yl)ethyl)amino)benzoate C(C)N1C(=NC2=C(C=C(C=C2C1=O)C)C(C)NC1=C(C(=O)OC(C)(C)C)C=CC=C1)N1CCOCCC1